C(C)[NH+](CC)CC.P(O[C@@H]1[C@H](C[C@H](C1)N1C2=NC=NC(=C2N=C1)NC(C1=CC=CC=C1)=O)COC(C1=CC=CC=C1)(C1=CC=C(C=C1)OC)C1=CC=C(C=C1)OC)(O)=O (1S,2R,4R)-4-(6-Benzamido-9H-purin-9-yl)-2-((bis(4-methoxyphenyl)(phenyl)methoxy)methyl)cyclopentyl hydrogen phosphonate, triethylammonium salt